ClC=1C=C(C=C(C1F)Cl)C1(CC(=NO1)N1CC=2C=NC(=CC2C1)C(NC(C)C(C)C)=S)C(F)(F)F 2-(5-(3,5-dichloro-4-fluorophenyl)-5-(trifluoromethyl)-4,5-dihydroisoxazol-3-yl)-N-(3-methylbutan-2-yl)-2,3-dihydro-1H-pyrrolo[3,4-c]pyridine-6-carbothioamide